S1C=NC2=NC=CC=C21 [1,3]thiazolo[4,5-b]pyridin